1-(4-cyanobutyl)-3-(naphthalen-1-yl)indole C(#N)CCCCN1C=C(C2=CC=CC=C12)C1=CC=CC2=CC=CC=C12